methyl (2S,3S,4S,5R,6S)-3,4,5-tris(acetyloxy)-6-[2-({2-[(tert-butoxycarbonyl)amino]ethyl}carbamoyl)-4-formylphenoxy]oxane-2-carboxylate C(C)(=O)O[C@@H]1[C@H](O[C@H]([C@@H]([C@H]1OC(C)=O)OC(C)=O)OC1=C(C=C(C=C1)C=O)C(NCCNC(=O)OC(C)(C)C)=O)C(=O)OC